C(=C)C=1C=CC=2N(C1)C=C(N2)CNC(=O)C=2N=C1N(C(C2)=O)C=CC=C1 N-({6-ethenylimidazo[1,2-a]pyridin-2-yl}methyl)-4-oxo-4H-pyrido[1,2-a]pyrimidine-2-carboxamide